t-butoxycarbonyl-diethylenetriamine C(C)(C)(C)OC(=O)NCCNCCN